tert-butyl (2R)-2-(9H-fluoren-9-ylmethoxycarbonylamino)-3-(trifluoromethylsulfanyl)-propionate C1=CC=CC=2C3=CC=CC=C3C(C12)COC(=O)N[C@H](C(=O)OC(C)(C)C)CSC(F)(F)F